CC1=CC(=NC=C1)C1C(C1)C(=O)N 2-(4-methylpyridin-2-yl)cyclopropane-1-carboxamide